CO[Si](C=CC1=CC=CC=C1)(C)OC dimethoxy(methyl)(styryl)silane